C(C)(=O)C1=CC=C(C=C1)NC(=O)N1CCN(CC1)C1=NC(=NC=C1)NC1=CC=C(C=C1)OCCN1CCCC1 N-(4-acetylphenyl)-4-[2-({4-[2-(pyrrolidin-1-yl)ethoxyl]phenyl}amino)pyrimidin-4-yl]piperazine-1-carboxamide